6-(4-(4-Cyanophenyl)-5-hydroxy-1H-pyrazol-1-yl)pyridine-3-sulfonamide phenalenyl-methacrylate C1(C=CC2=CC=CC3=CC=CC1=C23)OC(C(=C)C)=O.C(#N)C2=CC=C(C=C2)C=2C=NN(C2O)C2=CC=C(C=N2)S(=O)(=O)N